NC1(COC1)CNC1=NC(=NC2=CC=C(C=C12)C)N1CCS(C2=C(C1)C=CC=C2)=NSC(F)(F)F 4-(4-(((3-aminooxetane-3-yl)methyl)amino)-6-methylquinazolin-2-yl)-1-((trifluoromethylthio)imino)-2,3,4,5-tetrahydro-1H-1λ4-benzo[f][1,4]thiazepine